Cl.C1(CC1)C1CCNCC1 4-(cyclopropane-yl)piperidine hydrochloride